(5,6-diazaspiro[2.4]heptan-5-yl)methanone Dimethyl-1-(4-cyanobenzoyl)-5-methylpyrrolo[1,2-a]quinoline-2,3-dicarboxylate COC(=O)C=1C(=C2N(C3=CC=CC=C3C(=C2)C)C1C(C1=CC=C(C=C1)C#N)=O)C(=O)OC.C1CC12CN(NC2)C=O